rel-6-((3R*,4R*,6R*)-4-(3,4-difluoro-2-methoxyphenyl)-6-methyl-6-(trifluoromethyl)tetrahydro-2H-pyran-3-yl)-2-methyl-3-((R)-S-methylsulfonimidoyl)pyridin-4(1H)-one FC=1C(=C(C=CC1F)[C@H]1[C@@H](CO[C@](C1)(C(F)(F)F)C)C1=CC(C(=C(N1)C)[S@@](=O)(=N)C)=O)OC |o1:8,9,12,26|